C(#N)C1=C(SC=C1)C(=O)NC1CCC(CC1)NC1=CC(=NC2=CC=CC=C12)C(F)(F)F 3-cyano-N-[(1s,4s)-4-{[2-(trifluoromethyl)quinolin-4-yl]amino}cyclohexyl]thiophene-2-carboxamide